1-(2-(2-tert-butylphenoxy)pyridin-3-yl)-3-(3-((1-phenyl-1H-1,2,3-triazol-4-yl)methoxy)phenyl)urea C(C)(C)(C)C1=C(OC2=NC=CC=C2NC(=O)NC2=CC(=CC=C2)OCC=2N=NN(C2)C2=CC=CC=C2)C=CC=C1